(3-(1-phenylethyl)-1,2,3-oxadiazol-3-ium-5-yl)((3-(trifluoromethyl)phenyl)carbamoyl)amide C1(=CC=CC=C1)C(C)[N+]1=NOC(=C1)[N-]C(NC1=CC(=CC=C1)C(F)(F)F)=O